ClC=1C=C(OC=2C=CC=C3C=CN(C23)C(=O)OC(C)(C)C)C=CC1C(=O)OC tert-butyl 7-(3-chloro-4-(methoxycarbonyl) phenoxy)-1H-indole-1-carboxylate